COC1=CC=CC=2C(COC21)=O 7-methoxybenzofuran-3(2H)-one